(R)-6-amino-4-(4-((dimethyl(oxo)-λ6-sulfaneylidene)amino)-6-(3-methylmorpholino)pyrimidin-2-yl)picolinamide NC1=CC(=CC(=N1)C(=O)N)C1=NC(=CC(=N1)N=S(=O)(C)C)N1[C@@H](COCC1)C